ethyl 5-[(5R)-5-(benzyloxycarbonylamino)-3,3-difluoro-1-piperidyl]pyrazolo[1,5-a]pyrimidine-3-carboxylate C(C1=CC=CC=C1)OC(=O)N[C@@H]1CC(CN(C1)C1=NC=2N(C=C1)N=CC2C(=O)OCC)(F)F